Ethyl (E)-2-fluoro-3-(6-(methoxymethyl)pyridine-2-yl)acrylate F\C(\C(=O)OCC)=C\C1=NC(=CC=C1)COC